4-cyclopropyl-5-[5-cyclopropyl-4-[[4-[1-methyl-4-(trifluoromethyl)imidazol-2-yl]phenyl]methoxy]pyrimidin-2-yl]-6-methoxy-pyrimidine C1(CC1)C1=NC=NC(=C1C1=NC=C(C(=N1)OCC1=CC=C(C=C1)C=1N(C=C(N1)C(F)(F)F)C)C1CC1)OC